BrC1=CNC=2N=C(N=CC21)C 5-bromo-2-methyl-7H-pyrrolo[2,3-d]Pyrimidine